FC(C1=NN=C2N1CCNC2)(F)F 3-(trifluoromethyl)-5,6,7,8-tetrahydro-[1,2,4]Triazolo[4,3-a]Pyrazine